CC1=CC2=C(C3=CC=CC=C3C=C2C=C1)OC(=O)C1C(CCCC1)C(=O)O 2-methyl-9-(2-carboxycyclohexyl)carbonyloxyanthracene